C(CCC)C1=CC=C(C=C)C=C1 para-r-butylstyrene